[4-[4-(trifluoromethoxy)phenyl]-6,7-dihydrofuro[3,2-d]pyrimidin-2-yl-methyl]prop-2-enamide FC(OC1=CC=C(C=C1)C=1C2=C(N=C(N1)CC(C(=O)N)=C)CCO2)(F)F